ClC1=CC(=C(N=N1)C1=CC(=CC=C1)C(F)(F)F)C(=O)NCC(F)(F)C1=C(C=C(C=C1)C)C 6-chloro-N-[2-(2,4-dimethylphenyl)-2,2-difluoro-ethyl]-3-[3-(trifluoromethyl)phenyl]pyridazine-4-carboxamide